7-((1r,4r)-4-(2-Fluoro-6-(trifluoromethyl)phenyl)cyclohexyl)-3-methyl-5-((3-(trifluoromethoxy)pyridin-2-yl)methyl)pyrido[2,3-b]pyrazin-6(5H)-one FC1=C(C(=CC=C1)C(F)(F)F)C1CCC(CC1)C1=CC=2C(=NC(=CN2)C)N(C1=O)CC1=NC=CC=C1OC(F)(F)F